C(#N)C=1C=NN2C1C(=CC(=C2)C=2C=NN(C2)CC(F)F)/C=C/C2=CC=C(C=C2)NC(C=C)=O (E)-N-(4-(2-(3-cyano-6-(1-(difluoroethyl)-1H-pyrazol-4-yl)pyrazolo[1,5-a]pyridin-4-yl)vinyl)phenyl)acrylamide